Sodium Phosphaethynolate C(#P)[O-].[Na+]